FC1(CCC(CC1)N1C(C(=CC(=C1)C)NC(C1=C(C=C(C=C1)NS(=O)(=O)CCO)N1CCC2(CC2)CC1)=O)=O)F N-(1-(4,4-difluorocyclohexyl)-5-methyl-2-oxo-1,2-dihydropyridin-3-yl)-4-((2-hydroxyethyl)sulfonamido)-2-(6-azaspiro[2.5]octan-6-yl)benzamide